p-amino-N,N-diethylaniline sulfate S(=O)(=O)(O)O.NC1=CC=C(N(CC)CC)C=C1